tert-Butyl 3-nitro-4-(trifluoromethyl)phenylcarbamate [N+](=O)([O-])C=1C=C(C=CC1C(F)(F)F)NC(OC(C)(C)C)=O